C(C)(=O)C1=C(C(=C(C2=C1OC=1[C@@]2(C(C=2C(=NN(C2C1)S(=O)(=O)C1=CC=C(C)C=C1)C)=O)C)O)C)O (R)-8-acetyl-5,7-dihydroxy-3,4a,6-trimethyl-1-tosyl-1,4a-dihydro-4H-benzofuro[3,2-f]indazol-4-one